ClC1=C(C(=O)NC2=CC=C(C=C2)C=2C3=C(NC(CN2)=O)C2=CC=CC=C2C=C3)C=CC=C1OC 5-[4-(2-chloro-3-methoxybenzoylamino)phenyl]-1,3-dihydronaphtho[1,2-e]-1,4-diazepin-2-one